3-Methoxy-N-(5-((6-morpholinopyridin-3-yl)oxy)thiazol-2-yl)cyclobutane-1-carboxamide COC1CC(C1)C(=O)NC=1SC(=CN1)OC=1C=NC(=CC1)N1CCOCC1